((3-hydroxypropyl)azanediyl)bis(butane-4,1-diyl)(2Z,2'Z)-bis(3-heptylundec-2-enoate) OCCCN(CCCC/C(/C(=O)[O-])=C(/CCCCCCCC)\CCCCCCC)CCCC/C(/C(=O)[O-])=C(/CCCCCCCC)\CCCCCCC